CCCCCC.[Nd] neodymium n-hexane